BrC1=C(C=C(C2=CN(N=C12)C(C(=O)[C@@H]1N(CCC1)C(=O)OC(C)(C)C)C(=O)OCC)Cl)C1=CC=C(C=C1)N1CCOCC1 |r| tert-butyl rac-(2R)-2-[2-[7-bromo-4-chloro-6-(4-morpholin-4-ylphenyl)indazol-2-yl]-3-ethoxy-3-oxopropanoyl]pyrrolidine-1-carboxylate